4,5-difluoro-3-(1-methylpyrrolidin-3-yl)-1H-indole FC1=C2C(=CNC2=CC=C1F)C1CN(CC1)C